4-(3-{[4-(1H-imidazole-2-amido)-1-methylpyrrol-2-yl]formamido}propanamido)-1-methylimidazole-2-carboxylic acid N1C(=NC=C1)C(=O)NC=1C=C(N(C1)C)C(=O)NCCC(=O)NC=1N=C(N(C1)C)C(=O)O